3,7-dimethyl-5Z-octenoic acid CC(=CC(=O)O)CCCC(C)C